C/C(/CCC=O)=C\C1=CC=C(C=C1)C (E)-4-methyl-5-(p-tolyl)pent-4-enal